(S)-6-((S)-(4-fluorophenyl)(3-(trifluoromethyl)phenyl)methyl)-11-hydroxy-5,6-dihydro-10H-imidazo[2',1':3,4]pyrazino[1,2-b]pyridazin-10-one FC1=CC=C(C=C1)[C@H]([C@H]1CN2C(C=3N1N=CC(C3O)=O)=NC=C2)C2=CC(=CC=C2)C(F)(F)F